2-[4-({3-methyl-4-[(1-methyl-1,3-benzodiazol-5-yl)oxy]phenyl}amino)quinazolin-6-yl]-4-methylidene-2-azabicyclo[3.1.0]hexan-3-one CC=1C=C(C=CC1OC1=CC2=C(N(C=N2)C)C=C1)NC1=NC=NC2=CC=C(C=C12)N1C2CC2C(C1=O)=C